(R)-(4-chlorophenyl)(3-(5-cyclopropyl-1,2,4-oxadiazol-3-yl)-8-methyl-5,6-dihydro-[1,2,4]triazolo[4,3-a]pyrazin-7(8H)-yl)methanone ClC1=CC=C(C=C1)C(=O)N1[C@@H](C=2N(CC1)C(=NN2)C2=NOC(=N2)C2CC2)C